CC1=CC=C(C=C1)S(=O)(=O)N1C=CC=2C1=NC=C1C2N(C=N1)N1CCC(CC1)O (6-p-toluenesulfonylimidazo[4,5-d]pyrrolo[2,3-b]pyridin-1(6H)-yl)piperidin-4-ol